CC1(NC(CC(C1)OC(CCCCCCCCC(=O)OC1CC(NC(C1)(C)C)(C)C)=O)(C)C)C.CC=1C(=C(C=C(C1)C)C(CCC)C1=C(C(=CC(=C1)C)C)O)O 1,1-bis-(3,5-dimethyl-2-hydroxyphenyl)butane bis-(2,2,6,6-tetra-methyl-4-piperidyl)sebacate